N-[tert-butyl(dimethyl)silyl]-2-methyl-thiazole-5-sulfonamide [Si](C)(C)(C(C)(C)C)NS(=O)(=O)C1=CN=C(S1)C